6-(3-(1-isopropyl-3-(6-(trifluoromethyl)pyridin-3-yl)-1H-1,2,4-triazol-5-yl)cyclopentyl)-2-thia-6-azaspiro[3.4]octane 2,2-dioxide C(C)(C)N1N=C(N=C1C1CC(CC1)N1CC2(CS(C2)(=O)=O)CC1)C=1C=NC(=CC1)C(F)(F)F